3-(6-fluoroquinolin-2-yl)acrylamide FC=1C=C2C=CC(=NC2=CC1)C=CC(=O)N